ClC1=C(C=CC(=C1)C(F)(F)F)NC(CN1C(=C(C(C=2C1=NC(=CN2)C)=O)N2CCN(CC2)C(=O)C=2C=NN(C2)C)CC)=O N-(2-chloro-4-(trifluoromethyl)phenyl)-2-(6-ethyl-3-methyl-7-(4-(1-methyl-1H-pyrazole-4-carbonyl)piperazin-1-yl)-8-oxopyrido[2,3-b]pyrazin-5(8H)-yl)acetamide